C(C)(C)(C)C1N(CCC2=CC=C(C=C12)Br)C(=O)O tert-butyl-7-bromo-3,4-dihydroisoquinoline-2(1H)-carboxylic acid